9,10-bis(2-methylbenzoyloxy)anthracene CC1=C(C(=O)OC=2C3=CC=CC=C3C(=C3C=CC=CC23)OC(C2=C(C=CC=C2)C)=O)C=CC=C1